FC=1C=C(C=CC1)C(=O)N1CC2(CC2C1)C#CC1=NC=CC=C1 (3-fluorophenyl)(1-(pyridin-2-ylethynyl)-3-azabicyclo[3.1.0]hexan-3-yl)methanone